ClC=1C2=C(N=CN1)N(C(C(=C2)C=2CCS(CC2)(=O)=O)=O)C 4-chloro-6-(1,1-dioxo-3,6-dihydro-2H-thiopyran-4-yl)-8-methyl-pyrido[2,3-d]pyrimidin-7-one